OC[C@H]1[C@@H](CN(CC1)C(=O)OC(C)(C)C)C=1C=NN(C1)C tert-butyl (3R,4R)-4-(hydroxymethyl)-3-(1-methyl-1H-pyrazol-4-yl)piperidine-1-carboxylate